Z-10-tetradecenol C(CCCCCCCC\C=C/CCC)O